(S)-6-methoxy-N-(3-(1-((7-(1-methyl-1H-pyrazol-4-yl)-5H-pyrrolo[2,3-b]pyrazin-2-yl)amino)ethyl)phenyl)nicotinamide COC1=NC=C(C(=O)NC2=CC(=CC=C2)[C@H](C)NC=2N=C3C(=NC2)NC=C3C=3C=NN(C3)C)C=C1